ClC=1C(=NC(=NC1)N[C@H]1C[C@H](CCC1)C(=O)OC)C1=CC(=CC=C1)N1C(C=CC=C1)=O cis-methyl 3-((5-chloro-4-(3-(2-oxopyridin-1(2H)-yl)phenyl)pyrimidin-2-yl)amino)cyclohexane-1-carboxylate